4-(7-chloro-6-methylimidazo[1,2-b]pyridazin-3-yl)-7-(pyridin-4-yl)quinoline ClC1=CC=2N(N=C1C)C(=CN2)C2=CC=NC1=CC(=CC=C21)C2=CC=NC=C2